(S)-6-ethyl-5-(isopropyl(methyl)amino)-3-((3-(2-(2-(methylamino)propanamido)ethyl)phenyl)amino)pyrazine-2-carboxamide C(C)C1=C(N=C(C(=N1)C(=O)N)NC1=CC(=CC=C1)CCNC([C@H](C)NC)=O)N(C)C(C)C